(R)-6-(2-(3'-chloro-5'-fluoro-[1,1'-biphenyl]-3-yl)-2-hydroxyacetyl)-2-(1-(3-chlorophenyl)cyclopropyl)-5,6,7,8-tetrahydropyrido[4,3-d]pyrimidin-4(3H)-one ClC=1C=C(C=C(C1)F)C1=CC(=CC=C1)[C@H](C(=O)N1CC2=C(N=C(NC2=O)C2(CC2)C2=CC(=CC=C2)Cl)CC1)O